chloroethanesulfonic acid sodium salt [Na+].ClC(C)S(=O)(=O)[O-]